N1=NCN2C1=CN(C=C2)C(=O)[O-] [1,2,4]triazolo[4,3-a]pyrazine-7-carboxylate